N-(6-bromo-7-chloroisoquinolin-3-yl)cyclobutanecarboxamide BrC=1C=C2C=C(N=CC2=CC1Cl)NC(=O)C1CCC1